COC1CCC2CCCC1B2 8-methoxy-9-borabicyclo[3.3.1]nonane